C(C)(C)(C1=CC=CC=C1)N1CCN(CC1)C(C)=O 4-cumyl-acetylpiperazine